γ-aminopropyl-methyldiethoxysilane Ethyl-2-(4-((4-(4-fluorophenyl)-5-oxo-4,5-dihydro-1H-1,2,4-triazol-1-yl)methyl)-2,6-dimethylphenoxy)-2-methylpropionate C(C)OC(C(C)(C)OC1=C(C=C(C=C1C)CN1N=CN(C1=O)C1=CC=C(C=C1)F)C)=O.NCCC[Si](OCC)(OCC)C